ethyl 2-(2-((7-bromobenzofuran-5-yl)methoxy)-3-(furan-3-yl)phenyl)acetate BrC1=CC(=CC=2C=COC21)COC2=C(C=CC=C2C2=COC=C2)CC(=O)OCC